ethyl 3-(4-(((tetrahydro-2H-pyran-2-yl)oxy)methyl)bicyclo[2.2.1]heptan-1-yl)-1H-pyrazole-5-carboxylate O1C(CCCC1)OCC12CCC(CC1)(C2)C2=NNC(=C2)C(=O)OCC